4-(6-(4-(4-isopropylpiperazin-1-yl)phenyl)-1-methyl-4-((2-morpholinoethyl)amino)-1H-benzo[d]imidazol-2-yl)tetrahydro-2H-thiopyran 1,1-dioxide C(C)(C)N1CCN(CC1)C1=CC=C(C=C1)C=1C=C(C2=C(N(C(=N2)C2CCS(CC2)(=O)=O)C)C1)NCCN1CCOCC1